6-((2R,3R)-3-aminotetrahydro-2H-pyran-2-yl)-2-chloro-N-(furan-2-ylmethyl)-7-methylthieno[3,2-d]pyrimidin-4-amine N[C@H]1[C@@H](OCCC1)C1=C(C=2N=C(N=C(C2S1)NCC=1OC=CC1)Cl)C